C(C)(C)C(C(=O)OCC)C(=O)OCC diethyl 2-isopropylpropanedioate